N-(5-((4-(1-cyclopropyl-1H-indol-3-yl)pyrimidin-2-yl)amino)-2-((2-(dimethylamino)ethyl)(methyl)amino)-4-methoxyphenyl)acetylamide C1(CC1)N1C=C(C2=CC=CC=C12)C1=NC(=NC=C1)NC=1C(=CC(=C(C1)CC(=O)[NH-])N(C)CCN(C)C)OC